(rac)-6-((5-Methoxy-7,7-dimethyl-5,6,7,8-tetrahydroquinolin-3-yl)ethynyl)pyridin-2-amine CO[C@H]1C=2C=C(C=NC2CC(C1)(C)C)C#CC1=CC=CC(=N1)N |r|